2-(benzylamino)-4,4,5-trimethylhexanoic acid C(C1=CC=CC=C1)NC(C(=O)O)CC(C(C)C)(C)C